ClC1=NC(=CC(=C1C(=O)NC=1SC2=C(C=NC(=C2C)C2=C(N=NN2C)C)N1)C1=CC=NC=C1OC)C chloro-N-(6-(1,4-dimethyl-1H-1,2,3-triazol-5-yl)-7-methylthiazolo[4,5-c]pyridin-2-yl)-5'-methoxy-6-methyl-[4,4'-bipyridine]-3-carboxamide